3-((3-([1,1'-Biphenyl]-3-ylmethoxy)-phenoxy)methyl)benzonitrile C1(=CC(=CC=C1)COC=1C=C(OCC=2C=C(C#N)C=CC2)C=CC1)C1=CC=CC=C1